FC1=CC=C(CN2N=C(C=3CN(CC(C32)C)C(=O)C=3NC=CC3)C(=O)NC=3SC(=CC3)[N+](=O)[O-])C=C1 1-(4-fluorobenzyl)-7-methyl-N-(5-nitrothiophen-2-yl)-5-(1H-pyrrole-2-carbonyl)-4,5,6,7-tetrahydro-1H-pyrazolo[4,3-C]pyridine-3-carboxamide